1-eicosyl-2-(11Z-docosenoyl)-glycero-3-phospho-(1'-sn-glycerol) CCCCCCCCCCCCCCCCCCCCOC[C@H](COP(=O)(O)OC[C@H](CO)O)OC(=O)CCCCCCCCC/C=C\CCCCCCCCCC